methyl 5-((3-(2,3-dihydrobenzo[b][1,4]dioxin-6-yl)-2-methylbenzyl) oxy)-3-fluoropicolinate O1C2=C(OCC1)C=C(C=C2)C=2C(=C(COC=1C=C(C(=NC1)C(=O)OC)F)C=CC2)C